[Cl-].C(CCCCC)C1=NC=CN1C hexyl-3-methylimidazole chloride